lanthanum phosphorus oxide [P]=O.[La]